(3-((benzyloxy)methyl)-4-ethyl-5-oxo-4,5-dihydro-1H-1,2,4-triazol-1-yl)-3-fluoro-6-(2-methoxyphenyl)-8-(prop-1-en-2-yl)-1,6-naphthyridin-5(6H)-one C(C1=CC=CC=C1)OCC1=NN(C(N1CC)=O)C1=NC=2C(=CN(C(C2C=C1F)=O)C1=C(C=CC=C1)OC)C(=C)C